1-(2,6-dichlorophenyl)-4-((4-(5-propyl-3-(trifluoromethyl)-1H-1,2,4-triazol-1-yl)phenyl)amino)-1H-pyrazole-3-carboxamide ClC1=C(C(=CC=C1)Cl)N1N=C(C(=C1)NC1=CC=C(C=C1)N1N=C(N=C1CCC)C(F)(F)F)C(=O)N